2,5-dimethyloxazol CC=1OC(=CN1)C